(3-(cyclobutylmethoxy)phenyl)methylamine C1(CCC1)COC=1C=C(C=CC1)CN